C1(=CC=CC=C1)C1=C(C(=NN=N1)C1=C(C=CC=2SC3=C(C21)C=CC=C3)C3=CC=CC=C3)C3=NC2=C(C(=C3C)C)C=3C=CC=CC3C2 phenyl-(dimethylindenopyridineyl)(phenyldibenzothiophenyl)triazine